C(C(=C)C)(=O)OCC(CC(COC(C(=C)C)=O)C)C 2,4-dimethyl-1,5-pentanediol dimethacrylate